[3-(2-chloro-5-fluorophenyl)-6-(1H-indol-2-yl)-1-oxo-2,3-dihydro-1H-isoindol-4-yl]-3-fluoro-5-(trifluoromethyl)benzamide ClC1=C(C=C(C=C1)F)C1NC(C2=CC(=CC(=C12)C1=C(C(=O)N)C=C(C=C1F)C(F)(F)F)C=1NC2=CC=CC=C2C1)=O